NC[C@H](CC1=CC=CC=C1)O (S)-1-amino-3-phenylpropan-2-ol